N-cyclopropyl-3-{1-[2-(hydroxymethyl)-1,3-thiazol-4-yl]-1H-pyrazol-4-yl}-4-methylbenzamide C1(CC1)NC(C1=CC(=C(C=C1)C)C=1C=NN(C1)C=1N=C(SC1)CO)=O